4-(3,6-dihydro-2H-thiopyran-4-yl)-2-(3-(2-((1,5-dimethyl-1H-pyrazol-3-yl)amino)-5-methylpyrimidin-4-yl)-1H-indol-7-yl)isoindolin-1-one S1CCC(=CC1)C1=C2CN(C(C2=CC=C1)=O)C=1C=CC=C2C(=CNC12)C1=NC(=NC=C1C)NC1=NN(C(=C1)C)C